6-Chloro-5,7-dimethyl-3-(2-(trifluoromethyl)pyridine-4-yl)pyrazolo[1,5-a]pyrimidine ClC=1C(=NC=2N(C1C)N=CC2C2=CC(=NC=C2)C(F)(F)F)C